ClC=1C(=C(C=CC1Cl)CCN(C([O-])=O)CC)I 3,4-dichloro-2-iodophenyl-diethyl-carbamate